ClC1=C(C=C(C=C1)F)C1NC(C2=C3C(=CC(=C12)NC(C1=CC(=CC(=C1)C(F)(F)F)F)=O)OCC(N3)=O)=O N-(7-(2-chloro-5-fluorophenyl)-2,9-dioxo-1,2,3,7,8,9-hexahydro-[1,4]oxazino[3,2-e]isoindol-6-yl)-3-fluoro-5-(trifluoromethyl)benzamide